N=1C=NN2C1C=C(C=C2)C2=CNC=1N=C(N=CC12)NCC=1C=NC(=CC1)N1CCN(CC1)C 5-([1,2,4]Triazolo[1,5-a]pyridin-7-yl)-N-((6-(4-methylpiperazin-1-yl)pyridin-3-yl)methyl)-7H-pyrrolo[2,3-d]pyrimidin-2-amine